FC1=CC2=C(NC(=N2)CC2=C(C=C(C=C2)F)Cl)C=C1 5-fluoro-2-(2-chloro-4-fluorobenzyl)-1H-benzimidazole